BrC=1C=C(CN2N=C3C(=C2)CN(C3)C(=O)O)C=CC1OC 2-(3-bromo-4-methoxybenzyl)-2,6-dihydropyrrolo[3,4-c]pyrazole-5(4H)-carboxylic acid